BrC1=CC(=C(C=2CCC(C12)=O)C(=O)OC)F methyl 7-bromo-5-fluoro-1-oxo-2,3-dihydro-1H-indene-4-carboxylate